4-((S)-4-acryloyl-2-methylpiperazin-1-yl)-6-chloro-7-(2-fluoro-6-hydroxyphenyl)-1-phenylpyrido[2,3-d]pyrimidin-2(1H)-one C(C=C)(=O)N1C[C@@H](N(CC1)C=1C2=C(N(C(N1)=O)C1=CC=CC=C1)N=C(C(=C2)Cl)C2=C(C=CC=C2O)F)C